NCCNC(=O)C=1C=C2C=C(N=CC2=CC1)C1=CC(=C(C(=C1)O)C(C)C)O N-(2-aminoethyl)-3-(3,5-dihydroxy-4-isopropylphenyl)isoquinoline-6-carboxamide